Tert-butyl (6-(((3-amino-5-(1-ethyl-1H-1,2,4-triazol-3-yl)-4-methoxybenzyl)oxy)methyl)-5-fluoropyridin-2-yl)carbamate NC=1C=C(COCC2=C(C=CC(=N2)NC(OC(C)(C)C)=O)F)C=C(C1OC)C1=NN(C=N1)CC